(2R,6S)-4-[4-(2,4-difluorophenyl)-6,7-dimethyl-pteridin-2-yl]-2-methyl-6-[1-(trideuteriomethyl)pyrazol-4-yl]morpholine FC1=C(C=CC(=C1)F)C1=NC(=NC2=NC(=C(N=C12)C)C)N1C[C@H](O[C@H](C1)C=1C=NN(C1)C([2H])([2H])[2H])C